(R)-2-(3-(1-(4-methyl-4H-1,2,4-triazol-3-ylthio)ethyl)phenyl)-4-(trifluoromethyl)isoindolin-1-one CN1C(=NN=C1)S[C@H](C)C=1C=C(C=CC1)N1C(C2=CC=CC(=C2C1)C(F)(F)F)=O